1-(Benzo[d][1,3]dioxol-5-yl)-4-nitro-1H-imidazole O1COC2=C1C=CC(=C2)N2C=NC(=C2)[N+](=O)[O-]